N-[4-[(6,7-Dimethoxy-1,5-naphthyridin-4-yl)oxy]-3-fluorophenyl]-5-(furan-2-yl)-4-hydroxy-2,6-dimethylpyridine-3-carboxamide COC=1N=C2C(=CC=NC2=CC1OC)OC1=C(C=C(C=C1)NC(=O)C=1C(=NC(=C(C1O)C=1OC=CC1)C)C)F